Methyl (3S)-3-(3-(1H-pyrazol-1-yl)-5-(trifluoromethyl)phenyl)-3-(2-(4-((5-Fluoro-1,4,5,6-tetrahydropyrimidin-2-yl)amino)-1H-indazole-6-carboxamido)acetamido)propanoate trifluoroacetate FC(C(=O)O)(F)F.N1(N=CC=C1)C=1C=C(C=C(C1)C(F)(F)F)[C@H](CC(=O)OC)NC(CNC(=O)C1=CC(=C2C=NNC2=C1)NC=1NCC(CN1)F)=O